C1(=CC=CC=C1)C1N=CC(C1)C1=NC=2N(C(=C1)N1CCOCC1)N=C(C2)C2=CC=NC=C2 4-(5-(2-phenyl-3,4-dihydro-2H-pyrrol-4-yl)-2-(pyridin-4-yl)pyrazolo[1,5-a]pyrimidin-7-yl)morpholine